(2R,3S,4S)-4-hydroxy-2-[(4-methoxyphenyl)methyl]pyrrolidin-3-yl N-[2-(diisopropylamino)ethyl]carbamate C(C)(C)N(CCNC(O[C@H]1[C@H](NC[C@@H]1O)CC1=CC=C(C=C1)OC)=O)C(C)C